[OH-].C(C)(C)(C)[NH3+] tertbutyl-ammonium hydroxide